tert-butyl 4-(5-fluoropyridin-3-yl)-1,5-dimethyl-1H-pyrazole-3-carboxylate FC=1C=C(C=NC1)C=1C(=NN(C1C)C)C(=O)OC(C)(C)C